CC1=C(C=CC=C1C)N1CCN(CC1)C(CN1N=C(C=2CCCCC12)C(=O)N1C[C@@H]([C@@H](CC1)O)F)=O 1-(4-(2,3-dimethylphenyl)piperazin-1-yl)-2-(3-((3S,4R)-3-fluoro-4-hydroxypiperidine-1-carbonyl)-4,5,6,7-tetrahydro-1H-indazol-1-yl)ethanone